FC1=C(CN(C(C2=C(C=C(C(=C2)C(C)C)O)O)=O)C)C=CC=C1 N-(2-fluorobenzyl)-2,4-dihydroxy-5-isopropyl-N-methylbenzamide